N/C(/NC)=N/C1=NC=C(C(=O)N(C2COC3=C2C=CC(=C3)C3=CC=NC=C3)C)C=C1 (Z)-6-((amino(methylamino)methylene)amino)-N-methyl-N-(6-(pyridin-4-yl)-2,3-dihydrobenzofuran-3-yl)nicotinamide